undec-7,9-dien-1-ol C(CCCCCC=CC=CC)O